COC(\C(=C\OC)\C1=C(C(=CC=C1)Br)CBr)=O methyl-(E)-2-[2-(bromomethyl)-3-bromo-phenyl]-3-methoxy-prop-2-enoate